[N+](=O)([O-])C=1C=C2C(=NNC2=CC1)C1=CC(=NC=C1)N1CCNCC1 5-nitro-3-(2-piperazin-1-yl-4-pyridinyl)-1H-indazole